C1(=CC=CC=C1)C1=NC2=CC(=CC=C2C=C1)C1=NN2C(NCCC23CC(C3)C(=O)N)=C1C(=O)N 2'-(2-phenylquinolin-7-yl)-5',6'-dihydro-4'H-spiro[cyclobutane-1,7'-pyrazolo[1,5-a]pyrimidine]-3,3'-dicarboxamide